3-[2-(4-bromophenyl)-5-methyl-1H-indol-3-yl]-N-[(3S)-2-oxopyrrolidin-3-yl]propionamide BrC1=CC=C(C=C1)C=1NC2=CC=C(C=C2C1CCC(=O)N[C@@H]1C(NCC1)=O)C